4-(4-(quinolin-3-yl)pyrimidin-2-yl)-1,4-diazine-1-carboxylic acid tert-butyl ester C(C)(C)(C)OC(=O)N1C=CN(C=C1)C1=NC=CC(=N1)C=1C=NC2=CC=CC=C2C1